1-[3-[[2-[3-[(1-Methyl-4-piperidyl)oxy]anilino]-5-(trifluoromethyl)pyrimidin-4-yl]amino]propyl]piperidin-2-one CN1CCC(CC1)OC=1C=C(NC2=NC=C(C(=N2)NCCCN2C(CCCC2)=O)C(F)(F)F)C=CC1